11,14-dimethyl-7-oxo-5-{4-[(1-oxoicosyl) oxy] butyl}-6-oxa-8,11,14-triazapentadec-1-yl icosanoate C(CCCCCCCCCCCCCCCCCCC)(=O)OCCCCC(OC(NCCN(CCN(C)C)C)=O)CCCCOC(CCCCCCCCCCCCCCCCCCC)=O